(S)-2-(3-aminopyrrolidin-1-yl)-N-(4-(4-morpholino-7H-pyrrolo[2,3-d]pyrimidin-6-yl)phenyl)pyrimidin-5-amine N[C@@H]1CN(CC1)C1=NC=C(C=N1)NC1=CC=C(C=C1)C1=CC2=C(N=CN=C2N2CCOCC2)N1